C(CCCCCCCCCCCCCCCC)(=O)OC[C@@H](OC(CCCCCCCCCCCCCCCC)=O)COP(=O)([O-])OCC[N+](C)(C)C 1,2-bisheptadecanoyl-sn-glycero-3-phosphocholine